(2S,3R)-1-(4,6-bis(trifluoromethyl)pyridin-2-yl)-3-((tert-butyldimethylsilyl)oxy)-N-(3-chloro-4-fluorophenyl)-N-(3-(pyrrolidin-1-yl)propyl)pyrrolidine-2-carboxamide FC(C1=CC(=NC(=C1)C(F)(F)F)N1[C@@H]([C@@H](CC1)O[Si](C)(C)C(C)(C)C)C(=O)N(CCCN1CCCC1)C1=CC(=C(C=C1)F)Cl)(F)F